((6-(3,5-dimethyl-1H-pyrazol-1-yl) pyridin-3-yl) methyl) carbamate C(N)(OCC=1C=NC(=CC1)N1N=C(C=C1C)C)=O